O=C1NC(CCC1N1C(C2=CC=C(C=C2C1=C)N1CCN(CC1)C(=O)OCC1=CC=CC=C1)=O)=O benzyl 4-(2-(2,6-dioxopiperidin-3-yl)-3-methylene-1-oxoisoindolin-5-yl)piperazine-1-carboxylate